ClC=1C=C2C(=C3C1NC(NC31CCCCC1)=O)OC(=N2)CN[C@H]2COCC2 5-chloro-2-({[(3R)-oxolan-3-yl]amino}methyl)-7,8-dihydro-6H-spiro[[1,3]oxazolo[5,4-f]quinazoline-9,1'-cyclohexan]-7-one